FC1=C(C=C(C=C1)F)[C@@H]1N(CCC1)C1=NC2=C(C=CN=C2C=C1)B1OC(C(O1)(C)C)(C)C (R)-2-(2-(2,5-difluorophenyl)pyrrolidin-1-yl)-8-(4,4,5,5-tetramethyl-1,3,2-dioxaborolan-2-yl)-1,5-naphthyridine